C(C)OC(=O)C1=CN=C(S1)OC1=CC=C2C(C=C(N(C2=C1)C)C(F)(F)F)=O 2-((1-methyl-4-oxo-2-(trifluoromethyl)-1,4-dihydroquinolin-7-yl)oxy)-1,3-thiazole-5-carboxylic acid ethyl ester